BrC=1C(=C(C=CC1)N=S1(CCCC1)=O)Cl 1-((3-bromo-2-chlorophenyl)imino)tetrahydro-1H-1λ6-thiophene 1-oxide